C(CC)C(COC)(COC)CC(C)C 2-n-propyl-2-isobutyl-1,3-dimethoxypropane